carbobenzyloxy-2,5-dihydro-1H-pyrrole C(=O)(OCC1=CC=CC=C1)N1CC=CC1